FC1=CC=C(C=C1)C1=CC=C(C=C1)B(O)O (4'-fluoro-[1,1'-biphenyl]-4-yl)boronic acid